N-((4-((9-(cyclopropylmethyl)-9H-purin-6-yl)oxy)phenyl)carbamothioyl)-4-iodobenzamide C1(CC1)CN1C2=NC=NC(=C2N=C1)OC1=CC=C(C=C1)NC(=S)NC(C1=CC=C(C=C1)I)=O